ClC1=C(C(=CC=C1)C)NC(=O)C1=CN=C(S1)NC1=NC(=NC(=C1)N1CCN(CC1)C(CCCCC1=C2CN(C(C2=CC=C1)=O)C1C(NC(CC1)=O)=O)=O)C N-(2-chloro-6-methylphenyl)-2-((6-(4-(5-(2-(2,6-dioxopiperidin-3-yl)-1-oxoisoindolin-4-yl)pentanoyl)piperazin-1-yl)-2-methylpyrimidin-4-yl)amino)thiazole-5-carboxamide